C(C(C)C)[Sn](Br)(Br)Br i-butyltribromotin